isopropyl 3',4'-difluoro-3-(6-(hydroxymethyl)-1-oxoisoindolin-2-yl)biphenyl-4-carboxylate FC=1C=C(C=CC1F)C1=CC(=C(C=C1)C(=O)OC(C)C)N1C(C2=CC(=CC=C2C1)CO)=O